FC(C1=NC=CC=C1C(=O)NC1=C2[C@@H](CC(C2=CC=C1)(C)C)CCC)F 2-(difluoromethyl)-N-[(3R)-1,1-dimethyl-3-propyl-indan-4-yl]Pyridine-3-carboxamide